NC1=C(C=CC(=C1)N)C(C(=O)O)(CCCCCCCC(=O)O)C1=CC=C(C=C1)\C=C\C(C1=CC=CC=C1)=O 2-(2,4-Diaminophenyl)-2-[4-[(E)-3-oxo-3-phenylprop-1-enyl]phenyl]decanedioic acid